N1=CC(=C2N1C=CC=C2)C(=O)N2CC(CCC2)CCC2=CC(=CC=C2)C(F)(F)F pyrazolo[1,5-a]pyridin-3-yl-[3-[2-[3-(trifluoromethyl)phenyl]ethyl]piperidin-1-yl]methanone